1-[4-(1,3-benzothiazol-2-yloxy)phenyl]-N-ethyl-2,2,2-trifluoroethanamine S1C(=NC2=C1C=CC=C2)OC2=CC=C(C=C2)C(C(F)(F)F)NCC